[(dimethylamino)methyl]nonacos-9-enoate CN(C)COC(CCCCCCCC=CCCCCCCCCCCCCCCCCCCC)=O